C(C)(C)(C)OC(=O)N1C(CC(CC1)C=O)(C)C 4-formyl-2,2-dimethyl-piperidine-1-carboxylic acid tert-butyl ester